3-(6-oxo-1,6-dihydropyridin-3-yl)propanoic acid O=C1C=CC(=CN1)CCC(=O)O